BrC1=CC(=C(C(=O)NC2=C(C=CC=C2C)F)C=C1F)O[C@@H](C)CCC 4-bromo-5-fluoro-N-(2-fluoro-6-methylphenyl)-2-[(2S)-pent-2-yloxy]benzamide